NC=1C(=CC(=NC1)N1N=CC=2C1=NC=C(C2)C#N)N[C@H](C)C#N (R)-1-(5-amino-4-((1-cyanoethyl)amino)pyridin-2-yl)-1H-pyrazolo[3,4-b]pyridine-5-carbonitrile